CC1N(C1)CCC(=O)O.CC1N(C1)CCC(=O)O.CC1N(C1)CCC(=O)O.C(O)C(CC)(CO)CO trimethylolpropane tri(3-(2-methyl aziridinyl) propionate)